C(C)(C)(C)OC(=O)N1CCC(=CC1)C1=NC=C(N=C1)NC(C1=CC=C(C=C1)C(NC1=CC=C(C=C1)CNC(=O)OC(C)(C)C)=O)=O 4-(5-{4-[4-(tert-butoxycarbonylamino-methyl)-phenylcarbamoyl]-benzoylamino}-pyrazin-2-yl)-3,6-dihydro-2H-pyridine-1-carboxylic acid tert-butyl ester